N1=C(C=CC=C1)C=1CCN(CC1)C(=O)[O-] 3',6'-dihydro-[2,4'-bipyridin]-1'(2'H)-carboxylate